CCCCCCCCCCCCCCCCCCCCCCCCCCCCCCCCC n-Tritricontane